C(C)(C)N1CC2=C(CC1C(=O)O)N=CN2 5-isopropyl-4,5,6,7-tetrahydro-3H-imidazo[4,5-c]pyridine-6-carboxylic acid